tert-Butyl 6-(benzylthio)-1-((4-(1,1,1,3,3,3-hexafluoro-2-hydroxypropan-2-yl)phenyl)carbamoyl)-3,4-dihydroisoquinoline-2(1H)-carboxylate C(C1=CC=CC=C1)SC=1C=C2CCN(C(C2=CC1)C(NC1=CC=C(C=C1)C(C(F)(F)F)(C(F)(F)F)O)=O)C(=O)OC(C)(C)C